CS(=O)(=O)[O-].C(CCCCCCC)[NH+]1C(CCCC1)CCCC 1-Octyl-2-butylpiperidinium methansulfonat